Nickel zinc-aluminum [Al].[Zn].[Ni]